Dibenzyl-(methoxycarbonyl)-L-aspartic acid C(C1=CC=CC=C1)C([C@H](NC(=O)OC)C(=O)O)(C(=O)O)CC1=CC=CC=C1